O=C1NC(NC(N1)=O)=O 2,4,6-trioxo-hexahydro-1,3,5-triazine